ClC1=C(C=CC(=C1)CS(=O)(=O)C)C1COCC(CN1)C 3-(2-chloro-4-methylsulfonylmethyl-phenyl)-6-methyl-[1,4]oxazepan